OC=1C=2N(C=C(N1)C=1C=NN(C1)C)N=CC2C#N 4-hydroxy-6-(1-methyl-1H-pyrazol-4-yl)pyrazolo[1,5-a]Pyrazine-3-carbonitrile